(3R)-3-(4-chlorophenyl)-2-[(5-chloropyridin-2-yl)methyl]-6-[2-hydroxy-1-(piperazin-1-yl)propan-2-yl]-3-methoxy-2,3-dihydro-1H-isoindol-1-one ClC1=CC=C(C=C1)[C@@]1(N(C(C2=CC(=CC=C12)C(CN1CCNCC1)(C)O)=O)CC1=NC=C(C=C1)Cl)OC